FC1=C(C=C(C=C1)[C@@H](CN[C@H](C1=CC=CC=C1)[C@@H]1CNC2=CC(=CN=C2C1)F)C)CC(=O)O |o1:7| 2-(2-fluoro-5-((S or R)-1-(((S)-((S)-7-fluoro-1,2,3,4-tetrahydro-1,5-naphthyridin-3-yl)(phenyl)methyl)amino)propan-2-yl)phenyl)acetic acid